N-((6S,7S)-5-((S)-2-cyclopropyl-2-hydroxypropanoyl)-6-((2,3'-difluoro-[1,1'-biphenyl]-3-yl)methyl)-5-azaspiro[2.4]heptan-7-yl)-1-fluoromethanesulfonamide C1(CC1)[C@](C(=O)N1CC2(CC2)[C@@H]([C@@H]1CC=1C(=C(C=CC1)C1=CC(=CC=C1)F)F)NS(=O)(=O)CF)(C)O